FC(OC=1C=C(OC2=NC=C(C=N2)C=2C=C(C=NC2)NC2CN(C2)C(C=C)=O)C=CC1)(F)F 1-[3-[[5-[2-[3-(trifluoromethoxy)phenoxy]pyrimidin-5-yl]-3-pyridyl]amino]azetidin-1-yl]prop-2-en-1-one